N1(CCNCC1)C1=CC=C(C(=O)N)C=C1 4-(piperazin-1-yl)benzamide